FC1(CN(C[C@H](C1)NC(=N)N)C(=O)OC(C)(C)C)F tert-butyl (5S)-3,3-difluoro-5-guanidino-piperidine-1-carboxylate